BrC=1C=C2C(=C(C(N(C2=CC1)C)=O)C#N)N1CCC(CC1)C1=NC(=NO1)C1=CC=CC=C1 6-bromo-1-methyl-2-oxo-4-[4-(3-phenyl-1,2,4-oxadiazol-5-yl)piperidin-1-yl]-1,2-dihydroquinoline-3-carbonitrile